C(CCC(C)C)(=O)[O-].[Mg+2].C(CCC(C)C)(=O)[O-] magnesium isohexanate